2-bromo-2-(2-methoxypyridin-3-yl)acetonitrile BrC(C#N)C=1C(=NC=CC1)OC